C(#N)C1=CC(=C(C=C1)CCCC(=O)O)NC(=O)[C@H]1[C@]2(C1)CCOC1=CC=C(C=C12)C(NC=1N=NC=CC1)=O 4-[4-cyano-2-({[(2'R,4S)-6-(3-pyridazinylcarbamoyl)-2,3-dihydrospiro[chromene-4,1'-cyclopropan]-2'-yl]carbonyl}amino)phenyl]butanoic acid